(R)-N-(3-benzyl-4-cyclobutyl-1-(2-hydroxyethyl)-1H-pyrazol-5-yl)-2-(2,2,3,3-tetrafluorocyclobutyl)acetamide C(C1=CC=CC=C1)C1=NN(C(=C1C1CCC1)NC(C[C@H]1C(C(C1)(F)F)(F)F)=O)CCO